BrC1=C2C(C(NC2=CC=C1)=O)(C)C 4-bromo-3,3-dimethylindol-2-one